2-methyl-1-pentadecanol CC(CO)CCCCCCCCCCCCC